ClC1=C2CCN([C@@H](C2=C(C=C1)OCC=1N=NN(C1)C)CN1C(CCC1)=O)C(=O)[C@H]1[C@H](CCCC1)C(=O)O (1S,2R)-2-((S)-5-chloro-8-((1-methyl-1H-1,2,3-triazol-4-yl)methoxy)-1-((2-oxopyrrolidin-1-yl)methyl)-1,2,3,4-tetrahydroisoquinoline-2-carbonyl)cyclohexane-1-carboxylic acid